NC1=NN=CO1 5-amino-1,3,4-oxadiazol